CC=1OC2=NC(=CC(=C2N1)C(F)(F)F)C=1N=C2N(C(C1)=O)C=C(S2)N2CCNCC2 7-[2-Methyl-7-(trifluoromethyl)oxazolo[5,4-b]pyridin-5-yl]-2-piperazin-1-yl-thiazolo[3,2-a]pyrimidin-5-on